acrylic acid triethylamine salt C(C)N(CC)CC.C(C=C)(=O)O